2-((2S,4R)-4-amino-1-(6-chloroimidazo[1,2-a]pyridine-2-carbonyl)pyrrolidin-2-yl)-N-((1-aminoisoquinolin-6-yl)methyl)thiazole-4-carboxamide N[C@@H]1C[C@H](N(C1)C(=O)C=1N=C2N(C=C(C=C2)Cl)C1)C=1SC=C(N1)C(=O)NCC=1C=C2C=CN=C(C2=CC1)N